Ditertbutyl-phosphinoferrocene C(C)(C)(C)C1=C([C-](C=C1)P)C(C)(C)C.[CH-]1C=CC=C1.[Fe+2]